CC1=CC=C(C=C1)S(=O)(=O)O.N1CCC(CC1)OC1CN(C1)C(=O)OC(C)(C)C tert-butyl 3-(piperidin-4-yloxy)azetidine-1-carboxylate 4-methylbenzenesulfonic acid salt